BrC1=CC=C(C=C1)\C=C/C(=O)OC1=C(C=C(C=C1)Br)C1SCCCS1 (Z)-4-bromo-2-(1,3-dithian-2-yl)phenyl 3-(4-bromo-phenyl)-acrylate